5-bromo-10,15,20-triphenyl-porphyrin BrC=1C2=CC=C(N2)C(=C2C=CC(C(=C3C=CC(=C(C=4C=CC1N4)C4=CC=CC=C4)N3)C3=CC=CC=C3)=N2)C2=CC=CC=C2